6-(2,6-dichloro-4-fluorophenyl)-2-{[2-(dimethylamino)-2,3-dihydro-1H-inden-5-yl]amino}imidazo[1,2-a]pyrimido[5,4-e]pyrimidin-5(6H)-one ClC1=C(C(=CC(=C1)F)Cl)N1C=2N(C3=C(C1=O)C=NC(=N3)NC=3C=C1CC(CC1=CC3)N(C)C)C=CN2